2-[(3aR,5R,6aS)-5-(cyclohexylmethyl)-5-hydroxy-octahydrocyclopenta[c]pyrrol-2-yl]-1-(5-hydroxypyridin-2-yl)ethan-1-one C1(CCCCC1)CC1(C[C@@H]2[C@@H](CN(C2)CC(=O)C2=NC=C(C=C2)O)C1)O